C1(CC1)C(=O)[NH-] cyclopropane-1-carbonyl-amide